O1COC2=C1C=CC(=C2)OC=2C=C1C(=C(N=C(C1=CC2)C#N)C(=O)NCC(=O)O)O {[6-(Benzo[1,3]dioxol-5-yloxy)-1-cyano-4-hydroxy-isoquinoline-3-carbonyl]-amino}-acetic acid